ClC1=CC=C(CN2C3(CN(C3)C3=NNC(C=C3)=O)C(N(CC2=O)C(C)C)=O)C=C1 5-(4-chlorobenzyl)-8-isopropyl-2-(6-oxo-1,6-dihydropyridazin-3-yl)-2,5,8-triazaspiro[3.5]-nonane-6,9-dione